COC1=CC=C(C(=N1)O)[N+](=O)[O-] 6-methoxy-3-nitro-pyridin-2-ol